3-(1-ethyl-1H-pyrazol-4-yl)-7,8-dihydroxy-2-(trifluoromethyl)-4H-chromen-4-one C(C)N1N=CC(=C1)C1=C(OC2=C(C(=CC=C2C1=O)O)O)C(F)(F)F